(Z)-2-(4-((6-chloro-1H-indol-3-yl)methylene)-2,5-dioxoimidazolidin-1-yl)-2-(3,4-difluorophenyl)-N-(1,3-dihydroxypropan-2-yl)acetamide ClC1=CC=C2C(=CNC2=C1)\C=C\1/NC(N(C1=O)C(C(=O)NC(CO)CO)C1=CC(=C(C=C1)F)F)=O